N-(cis-4-hydroxytetrahydrofuran-3-yl)-2-methyl-5-((1-methyl-1H-pyrazol-5-yl)methoxy)benzofuran-3-carboxamide O[C@@H]1[C@@H](COC1)NC(=O)C1=C(OC2=C1C=C(C=C2)OCC2=CC=NN2C)C